tert-butyl (3S,4S)-3-((R)-1-hydroxyethyl)-4-(4-methoxy-3-((1-(5-methylpyridin-2-yl) azetidin-3-yl) oxy) phenyl)-3-methylpyrrolidine-1-carboxylate O[C@H](C)[C@@]1(CN(C[C@H]1C1=CC(=C(C=C1)OC)OC1CN(C1)C1=NC=C(C=C1)C)C(=O)OC(C)(C)C)C